N,N,N-triethyl-N-(2-hydroxyethyl)ammonium C(C)[N+](CCO)(CC)CC